ethylbutylpropandiol C(C)C(C(O)(O)CCCC)C